5-Undecylbenzene-1,3-diol C(CCCCCCCCCC)C=1C=C(C=C(C1)O)O